C(C)(C)(C)C1=CC=C(C=C1)C1=C(C(=CC=C1)C1=CC=C(C=C1)C(C)(C)C)N 4,4''-di-tert-butyl-[1,1':3',1''-terphenyl]-2'-amine